2-(2,5-dimethyl-1-(4-((4-(trifluoromethyl)phenoxy)methyl)benzylidene)-1H-inden-3-yl)acetic acid CC=1C(C2=CC=C(C=C2C1CC(=O)O)C)=CC1=CC=C(C=C1)COC1=CC=C(C=C1)C(F)(F)F